Cl.NC([C@H](C[C@H]1C(NCC1)=O)NC(=O)[C@H]1N(CC2(C1)OCCCC2)C([C@H](C(C)(C)C)N)=O)=O (3S)-N-((S)-1-amino-1-oxo-3-((S)-2-oxopyrrolidin-3-yl)propan-2-yl)-2-((S)-2-amino-3,3-dimethylbutyryl)-6-oxa-2-azaspiro[4.5]decane-3-carboxamide hydrochloride